N-(7-(4,4-difluoropiperidin-1-yl)-2-ethyl-2H-indazol-5-yl)-4-(methylsulfonyl)-2-(6-azaspiro[2.5]octan-6-yl)benzamide FC1(CCN(CC1)C1=CC(=CC2=CN(N=C12)CC)NC(C1=C(C=C(C=C1)S(=O)(=O)C)N1CCC2(CC2)CC1)=O)F